NCC(=O)NC[C@@H](C)NC(C1=C(C=C(C=C1C)NC=1C=2N(C=CN1)C(=CN2)C=2C(=NN(C2)CC#N)C(F)(F)F)F)=O (R)-N-(1-(2-aminoacetamido)propan-2-yl)-4-((3-(1-(cyanomethyl)-3-(trifluoromethyl)-1H-pyrazol-4-yl)imidazo[1,2-a]pyrazin-8-yl)amino)-2-fluoro-6-methylbenzamide